3,6-dimethyl-2-(4-dimethylaminophenyl)-benzothiazole CN1C(SC2=C1C=CC(=C2)C)C2=CC=C(C=C2)N(C)C